FC1(CN(C1)C1=CC2=C(C=C(O2)C(=O)NS(=O)(=O)C2=C(C=CC=C2)OCC)C=C1)F 6-(3,3-Difluoroazetidin-1-yl)-N-(2-ethoxybenzene-1-sulfonyl)-1-benzofuran-2-carboxamide